(dibenzylideneacetone) dipalladium Tris-HCl Cl.Cl.Cl.[Pd].[Pd].C(C1=CC=CC=C1)=CC(=O)C=CC1=CC=CC=C1